C(#N)C=1C=C2C(N(C(=NC2=CC1)N1CCN(CC1)C1=CC=C(C=C1)F)C1=CC(=CC=C1)C(F)(F)F)CC(=O)OC Methyl {6-cyano-2-[4-(4-fluorophenyl)-1-piperazinyl]-3-[3-(trifluoromethyl)phenyl]-3,4-dihydro-4-quinazolinyl}acetate